(2S)-N-(5-(3,5-difluorophenoxy)thiazol-2-yl)-2-(4-(1-(tetrahydro-2H-pyran-2-yl)-1H-pyrazol-3-yl)piperidin-1-yl)propanamide FC=1C=C(OC2=CN=C(S2)NC([C@H](C)N2CCC(CC2)C2=NN(C=C2)C2OCCCC2)=O)C=C(C1)F